6-bromo-2-(3-nitrobenzyl)isoquinolin-1(2H)-one BrC=1C=C2C=CN(C(C2=CC1)=O)CC1=CC(=CC=C1)[N+](=O)[O-]